C(C1=CC=CC=C1)NC1=C2N=CN(C2=NC(=N1)C1=CC=C(C=C1)OC(F)(F)F)[C@H]1[C@@H]([C@@H]([C@H](O1)C(=O)NC)O)O (2s,3s,4r,5r)-5-(6-(benzylamino)-2-(4-(trifluoromethoxy)phenyl)-9H-purin-9-yl)-3,4-dihydroxy-N-methyltetrahydrofuran-2-carboxamide